N-acetyl-2-chloro-N-cyclopropyl-5-[(2S)-2-[methoxymethyl-(trifluoromethylsulfonyl)amino]propoxy]pyridine-3-carboxamide C(C)(=O)N(C(=O)C=1C(=NC=C(C1)OC[C@H](C)N(S(=O)(=O)C(F)(F)F)COC)Cl)C1CC1